CN(C)[S+](N(C)C)N(C)C.C(C)(C)(C)C1=CC=C(C=C1)O p-tert-butylphenol tris(dimethylamino)sulfonium salt